BrC=1C=C2N=C3CCCCC3=C(C2=CC1)N 6-bromo-1,2,3,4-tetrahydroacridin-9-amine